(9-phenylcarbazol-3-yl)boronic acid C1(=CC=CC=C1)N1C2=CC=CC=C2C=2C=C(C=CC12)B(O)O